tert-butyl 3-(6-bromo-3-fluoro-2-pyridyl)piperidine-1-carboxylate BrC1=CC=C(C(=N1)C1CN(CCC1)C(=O)OC(C)(C)C)F